4-(4-((1R,2R,4R)-4-Amino-2-carboxycyclopentyl)phenyl)-7-(4-(trifluoromethyl)phenyl)-2-naphthoic acid N[C@H]1C[C@H]([C@@H](C1)C1=CC=C(C=C1)C1=CC(=CC2=CC(=CC=C12)C1=CC=C(C=C1)C(F)(F)F)C(=O)O)C(=O)O